tert-Butyl 4-(2-((6-(3-bromo-2-cyanophenyl)-8-methyl-7-oxo-7,8-dihydropyrido[2,3-d]pyrimidin-2-yl)amino)ethyl)piperidine-1-carboxylate BrC=1C(=C(C=CC1)C1=CC2=C(N=C(N=C2)NCCC2CCN(CC2)C(=O)OC(C)(C)C)N(C1=O)C)C#N